N[C@@H]1CN(C[C@H]1OCC1=CC=C(C=C1)C(F)(F)F)C(=O)OC(C)(C)C (3R,4R)-tert-butyl 3-amino-4-(4-(trifluoromethyl)benzyloxy)-pyrrolidine-1-carboxylate